(1S,3S)-N1-(5-iodopyridin-2-yl)-N3-(1-(4-methoxybenzyl)-1H-imidazo[4,5-b]pyridin-2-yl)cyclopentane-1,3-diamine IC=1C=CC(=NC1)N[C@@H]1C[C@H](CC1)NC=1N(C=2C(=NC=CC2)N1)CC1=CC=C(C=C1)OC